2-(((R)-3-((4-((4-cyano-2-fluorobenzyl)oxy)pyrimidin-2-yl)amino)pyrrolidin-1-yl)methyl)-1-(((S)-oxetan-2-yl)methyl)-1H-benzo[d]imidazole-6-carboxylic acid C(#N)C1=CC(=C(COC2=NC(=NC=C2)N[C@H]2CN(CC2)CC2=NC3=C(N2C[C@H]2OCC2)C=C(C=C3)C(=O)O)C=C1)F